C(C)(C)(C)C1=C(C(=C(C=C1)C(C)C)C(C)C)C(C)(C)C bis-t-butyl-di-isopropylbenzene